ClC1=NN(C=C1C1=NC=CC(=N1)NC=1N=CC2=C(C=CC(=C2C1)C(C)C)N1[C@@H]([C@H](C1)CS(=O)(=O)C)C)[C@@H]1CN([C@@H](CC1)C)C N-(2-(3-chloro-1-((3S,6R)-1,6-dimethylpiperidin-3-yl)-1H-pyrazol-4-yl)pyrimidin-4-yl)-5-isopropyl-8-((2R,3S)-2-methyl-3-((methylsulfonyl)methyl)azetidin-1-yl)isoquinolin-3-amine